N1CCC(CC1)C(C)NS(=O)(=O)C1=C(C=C(C=C1)NC(C1=CC=CC=C1)=O)C(F)(F)F N-(4-(N-(1-(piperidin-4-yl)ethyl)sulfamoyl)-3-(trifluoromethyl)phenyl)benzamide